1-(4-fluoro-2-methyl-3-(3-(1-methyl-1H-pyrazol-4-yl)-1H-pyrazolo[3,4-c]pyridin-5-yl)phenyl)-N-methyl-methylamine FC1=C(C(=C(C=C1)CNC)C)C=1C=C2C(=CN1)NN=C2C=2C=NN(C2)C